8-methoxypyrido[3,4-d]pyrimidine COC1=NC=CC2=C1N=CN=C2